OC=1C(NC=NC1CCC1=CC=C(C=C1)C#CC1CCN(CC1)C)=O 5-hydroxy-6-(4-((1-methylpiperidin-4-yl)ethynyl)phenethyl)pyrimidin-4(3H)-one